4,4'-Bis(3-aminophenoxy)biphenyl radium [Ra].NC=1C=C(OC2=CC=C(C=C2)C2=CC=C(C=C2)OC2=CC(=CC=C2)N)C=CC1